N1=NN=CC2=CC=CN=C12 diaza-naphthyridine